6-chloro-3-iodo-1-(tetrahydro-2H-pyran-2-yl)-1H-pyrazolo[3,4-d]pyrimidin-4(5H)-one ClC=1NC(C2=C(N1)N(N=C2I)C2OCCCC2)=O